BrC1(CC=C2C=3C=CC=CC3C(C2=C1)(F)F)I 7-Bromo-9,9-difluoro-7-iodo-9H-fluorene